C(C)(C)(C)OC(NC1CC(C2=C(N(C1=O)C)C=CC=C2)=C)=O 1-methyl-5-methylene-2-oxo-2,3,4,5-tetrahydro-1H-benzo[b]azepin-3-ylcarbamic acid tert-butyl ester